((1s,3s)-3-methyl-3-((6-(1-methyl-1H-pyrazol-4-yl)pyrazolo[1,5-a]pyrazin-4-yl)oxy)cyclobutyl)but-2-enamide CC1(CC(C1)C(C(=O)N)=CC)OC=1C=2N(C=C(N1)C=1C=NN(C1)C)N=CC2